4-[2-ethoxyethyl-[4-(5,6,7,8-tetrahydro-1,8-naphthyridin-2-yl)butyl]amino]-2-[[4-(trifluoromethyl)pyrimidine-5-carbonyl]amino]butanoic acid C(C)OCCN(CCC(C(=O)O)NC(=O)C=1C(=NC=NC1)C(F)(F)F)CCCCC1=NC=2NCCCC2C=C1